N-(3-(N-(3-bromo-4-ethoxyphenyl)sulfamoyl)phenyl)isonicotinamide tert-butyl-6-(2,6-dichloropyridin-4-yl)-4-oxa-7-azaspiro[2.5]oct-5-ene-7-carboxylate C(C)(C)(C)OC(=O)N1C(=COC2(CC2)C1)C1=CC(=NC(=C1)Cl)Cl.BrC=1C=C(C=CC1OCC)NS(=O)(=O)C=1C=C(C=CC1)NC(C1=CC=NC=C1)=O